[Si](C)(C)(C(C)(C)C)OCCC[C@H](CCN1CCN(CCC1)C(=O)OC(C)(C)C)O tert-butyl 4-[(3R)-6-[(tert-butyldimethylsilyl) oxy]-3-hydroxyhexyl]-1,4-diazacycloheptane-1-carboxylate